methyl 1-({[(1R)-1-(3,5-diethoxy-4-methylphenyl) ethyl] [4-(3-methoxyphenyl) but-3-yn-1-yl] carbamoyl} amino)-3,3-difluorocyclobutane-1-carboxylate C(C)OC=1C=C(C=C(C1C)OCC)[C@@H](C)N(C(=O)NC1(CC(C1)(F)F)C(=O)OC)CCC#CC1=CC(=CC=C1)OC